(R)-1-(4-(4-(tert-butyl)benzyl)-3-methylpiperazin-1-yl)-6-fluoroisoquinoline hydrochloride Cl.C(C)(C)(C)C1=CC=C(CN2[C@@H](CN(CC2)C2=NC=CC3=CC(=CC=C23)F)C)C=C1